C(C)C12NC(N([C@@H]3CCOC4=CC=C(C(N[C@H]5CC(OC6=C5C=CC(CCCCCCC1)=C6)(C)C)=O)C=C34)C(C2)=O)=N |r| rac-(1R,21S)-5-ethyl-3-imino-19,19-dimethyl-18,28-dioxa-2,4,22-triazahexacyclo[22.6.2.22,5.113,17.016,21.027,31]pentatriaconta-13(33),14,16,24,26,31-hexaene-23,35-dione